(R)-(1-(cyclopropylmethyl)-7-(2-ethyl-6-methylpyridin-3-yl)-3-fluoro-2-(piperidin-3-yl)-1H-indol-5-yl)(1-methylpyrrolo[3,4-c]pyrazol-5(1H,4H,6H)-yl)methanone C1(CC1)CN1C(=C(C2=CC(=CC(=C12)C=1C(=NC(=CC1)C)CC)C(=O)N1CC=2N(N=CC2C1)C)F)[C@H]1CNCCC1